1-methyl-N-((1S)-1-((1r,4S)-4-methylcyclohexyl)-2-oxo-2-((4-((2-oxopyrrolidin-3-yl)oxy)pyridin-2-yl)amino)ethyl)-1H-pyrazole-5-carboxamide CN1N=CC=C1C(=O)N[C@H](C(NC1=NC=CC(=C1)OC1C(NCC1)=O)=O)C1CCC(CC1)C